C(#N)C=1C=NN2C1C(=C(C=C2)NC2=CC(=NC=C2C(=O)NC([2H])([2H])[2H])NC2=NN(C=C2)C)OC 4-((3-Cyano-4-methoxypyrazolo[1,5-a]pyridin-5-yl)amino)-N-(methyl-d3)-6-((1-methyl-1H-pyrazol-3-yl)amino)nicotinamide